dimethyl-4-oxo-chromen CC1=C(OC2=CC=CC=C2C1=O)C